ethyl 1-(4-oxo-4H-quinolizin-9-yl)-5-trifluoromethyl-1H-pyrazole-4-carboxylate O=C1C=CC=C2C(=CC=CN12)N1N=CC(=C1C(F)(F)F)C(=O)OCC